CC=1C=NN(C1)C=1SC=CC1N 2-(4-methyl-1H-pyrazol-1-yl)thiophen-3-amine